(5aS,9aR)-3-fluoro-6,7,9,9a-tetrahydro-1H-pyrano[3,4-b]pyrrolo[3',2':5,6]pyrido[3,2-e][1,4]oxazin FC1=CNC=2C1=CC=1N=C3[C@@H](OC1N2)COCC3